BrC=1C(=C(C=CC1)C1=NN=C(O1)CO)C (5-(3-bromo-2-methylphenyl)-1,3,4-oxadiazol-2-yl)methanol